6-((1H-pyrazol-1-yl)methyl)-4-methoxy-5-methylbenzo[d]isoxazol-3-amine N1(N=CC=C1)CC1=CC2=C(C(=NO2)N)C(=C1C)OC